N-((5-(1-(difluoromethyl)-1H-pyrazol-3-yl)-4'-fluoro-[1,1'-biphenyl]-3-yl)methyl)acrylamide FC(N1N=C(C=C1)C=1C=C(C=C(C1)C1=CC=C(C=C1)F)CNC(C=C)=O)F